5-(1H-imidazol-1-yl)-2-(5-(piperidin-4-ylthio)pyrazin-2-yl)phenol N1(C=NC=C1)C=1C=CC(=C(C1)O)C1=NC=C(N=C1)SC1CCNCC1